dodecaoxanonatriacontane azide [N-]=[N+]=[N-].OOOOOOOOOOOOCCCCCCCCCCCCCCCCCCCCCCCCCCC